N[C@](C(=O)OC(C)C)(CC(CS(=O)(=O)C)C)C1=CC=C(C=C1)C=1C=NN(C1)C(F)F isopropyl (2R)-2-amino-2-(4-(1-(difluoromethyl)-1H-pyrazol-4-yl)phenyl)-4-methyl-5-(methylsulfonyl)pentanoate